5-(N-methyl-N-(2-hydroxyethyl)amino)pyrimidine-2-carbaldehyde CN(CCO)C=1C=NC(=NC1)C=O